CNC(=O)N1CCC2=CC=C(C=C12)[N+](=O)[O-] N-methyl-6-nitroindoline-1-carboxamide